COC=1C=C(C=CC1OC)C=1NC2=CC=C(C=C2C1C(C)C)C1=CC=C(C=C1)C=1C=NC=CC1 2-(3,4-dimethoxyphenyl)-3-isopropyl-5-(4-(pyridin-3-yl)phenyl)-1H-indole